C1N(CCC2=CC=CC=C12)C[C@H](CN1C(C2=CC=C(C=C2CC1)N1C(COCC1)C)=O)O 2-[(2R)-3-(3,4-dihydro-1H-isoquinolin-2-yl)-2-hydroxy-propyl]-6-(3-methylmorpholin-4-yl)-3,4-dihydroisoquinolin-1-one